Trimethoxyisobutoxyzirconium CO[Zr](OCC(C)C)(OC)OC